Diphenylbis(propoxymethyl)silane C1(=CC=CC=C1)[Si](COCCC)(COCCC)C1=CC=CC=C1